C(C)(C)C1=C(NC2=CC=C(C=C12)C1CCN(CC1)C1COC1)C=1C=C(C=2N(C1)N=C(N2)C)C 6-(3-isopropyl-5-(1-(oxetan-3-yl)piperidin-4-yl)-1H-indol-2-yl)-2,8-dimethyl-[1,2,4]triazolo[1,5-a]pyridine